1-(chlorocarbonyl) phenylacetate C1(=CC=CC=C1)CC(=O)OC(=O)Cl